[Pd].[Ti].[Al] aluminum-titanium-palladium